CN(C1CC2(CN(C2)C(CC2=CC=C(C#N)C=C2)=O)C1)C=1C2=C(N=CN1)NC=C2 4-(2-(6-(methyl-(7H-pyrrolo[2,3-d]pyrimidin-4-yl)amino)-2-azaspiro[3.3]heptan-2-yl)-2-oxoethyl)benzonitrile